2-chloro-4-(2-methylazepan-1-yl)-5,7-dihydro-6H-pyrrolo[3,4-d]Pyrimidine ClC=1N=C(C2=C(N1)CNC2)N2C(CCCCC2)C